3-(quinoxalin-2-yl)acrylamide Lithium-Manganese-Cobalt [Co].[Mn].[Li].N1=C(C=NC2=CC=CC=C12)C=CC(=O)N